3-(1-benzothien-3-ylmethyl)-N5,N5,6-trimethyl-2-oxo-1-[3-(trifluoromethyl)-phenyl]-1,2-dihydropyridine-3,5-dicarboxamide S1C=C(C2=C1C=CC=C2)CC2(C(N(C(=C(C2)C(=O)N(C)C)C)C2=CC(=CC=C2)C(F)(F)F)=O)C(=O)N